ClC1=C(C2=C(NC(O[C@@]23CN(CCC3)C(=O)C=3C=NN(C3)[C@H]([C@@H](C)OC)C3=CC=CC=C3)=O)C=C1)F (R)-6-Chloro-5-fluoro-1'-(1-((1S,2R)-2-methoxy-1-phenylpropyl)-1H-pyrazole-4-carbonyl)spiro[benzo[d][1,3]oxazine-4,3'-piperidin]-2(1H)-one